ClC1=NC2=CC=C(C=C2C(=C1)Cl)S(=O)(=O)N 2,4-Dichloroquinoline-6-sulfonamide